silane compound with trimethoxysilane CO[SiH](OC)OC.[SiH4]